N-[5-(3-chlorophenyl)-3-chloropyridine-2-carbonyl]glycine methyl ester COC(CNC(=O)C1=NC=C(C=C1Cl)C1=CC(=CC=C1)Cl)=O